C(C)(=O)N([C@@H]([C@H](O)C)C(=O)N[C@H](CCC(=O)O)C(N)=O)C1[C@H](N)[C@@H](O[C@@H](C(=O)O)C)[C@H](O)[C@H](O1)CO acetyl-muramyl-L-threonyl-D-isoglutamine